ClC=1C=CC(=NC1)CC1=CNC2=C1N=C(N=C2N)OCCOC 7-((5-chloropyridin-2-yl)methyl)-2-(2-methoxyethoxy)-5H-pyrrolo[3,2-d]pyrimidin-4-amine